C(C=C)(=O)N1[C@H]([C@@H](OCC1)C1=CC(=NC(=C1)Cl)C1=CC(=NC=N1)C(=O)NC)COC 6-(4-((2S,3S)-4-acryloyl-3-(methoxymethyl)morpholin-2-yl)-6-chloropyridin-2-yl)-N-methylpyrimidine-4-carboxamide